CN1N=C2C(=CC(=CC2=C1)C=1OC(C2=C(N1)C=CC(=C2)N(C2CCN(CC2)C(=O)OC(C)(C)C)C)=O)C tert-butyl 4-((2-(2,7-dimethyl-2H-indazol-5-yl)-4-oxo-4H-benzo[d][1,3]oxazin-6-yl)(methyl)amino)piperidine-1-carboxylate